tris-tert-Butyl-phosphine C(C)(C)(C)P(C(C)(C)C)C(C)(C)C